FC(CN(C)CC(C)(C)C)(CCNC)F (4,4-difluoro-2,7-diazaoct-2-yl)-2-methylpropan-2-yl-methane